1,2,3,4,5-pentafluoro-6-iodobenzene FC1=C(C(=C(C(=C1I)F)F)F)F